ClC1=C(C=C(C=C1)N1N=NC(=C1)C1=CC=C(C=O)C=C1)C(F)(F)F 4-(1-(4-chloro-3-(trifluoromethyl)phenyl)-1H-1,2,3-triazol-4-yl)benzaldehyde